C(OCC)(OCOC1=C(C(=CC(=C1)C(C)(CCCCCC)C)O)C1CCCC(=C1)C)=O ethyl (((6-hydroxy-5'-methyl-4-(2-methyloctan-2-yl)-1',2',3',4'-tetrahydro-[1,1'-biphenyl]-2-yl)oxy)methyl) carbonate